(R)-N-((5-fluoro-2-methoxyphenyl)(1H-indol-2-yl)methyl)-4'-hydroxy-[1,1'-biphenyl]-3-carboxamide FC=1C=CC(=C(C1)[C@@H](NC(=O)C=1C=C(C=CC1)C1=CC=C(C=C1)O)C=1NC2=CC=CC=C2C1)OC